C(CCC\C=C/CC\C=C/C\C=C/CCCCC)(=O)O (5Z,9Z,12Z)-octadeca-5,9,12-trienoic acid